COC=1C=C(C=C(C1)N1N=CN=C1)NCC=O 2-((3-methoxy-5-(1H-1,2,4-triazol-1-yl)phenyl)amino)ethanone